5-(Benzyloxy)-4-methyl-6-(4-nitroisoindoline-2-carbonyl)-1,3-phenylenedi(4-toluenesulfonate) C(C1=CC=CC=C1)OC=1C(=C(C=C(C1C(=O)N1CC2=CC=CC(=C2C1)[N+](=O)[O-])CC1=CC=C(C=C1)S(=O)(=O)[O-])CC1=CC=C(C=C1)S(=O)(=O)[O-])C